ClC=1NC(C2=C(C1)N(N=C2)C(C)C)=O 6-chloro-1-isopropyl-1,5-dihydro-4H-pyrazolo[3,4-d]pyridin-4-one